2-(3-chloro-4-cyano-phenyl)piperidine hydrochloride Cl.ClC=1C=C(C=CC1C#N)C1NCCCC1